IC1=C(N(N=C1)C)C=1C=2N(C=CC1)C=NC2 8-(4-iodo-2-methyl-pyrazol-3-yl)imidazo[1,5-a]pyridine